O=C1NC=CC2=C(C=CC=C12)N1N=CC(=C1C(F)(F)F)C(=O)NC1=NC=NC(=C1)C(F)(F)F 1-(1-oxo-1,2-dihydroisoquinolin-5-yl)-5-(trifluoromethyl)-N-(6-(trifluoromethyl)pyrimidin-4-yl)-1H-pyrazole-4-carboxamide